(2S,11aR)-6-(((R)-1,1-difluoropropan-2-yl)oxy)-7-fluoro-2-hydroxy-8-methyl-2,3,11,11a-tetrahydro-1H,5H-benzo[f]pyrrolo[2,1-c][1,4]oxazepin-5-one FC([C@@H](C)OC1=C(C(=CC2=C1C(N1[C@@H](CO2)C[C@@H](C1)O)=O)C)F)F